O1C(=NC2=C1C=CC=C2)C2=C(C#N)C(=C(C(=C2N2C1=CC=CC=C1C=1C=C(C=CC21)C)N2C1=CC=CC=C1C=1C=C(C=CC21)C)N2C1=CC=CC=C1C=1C=C(C=CC21)C)N2C1=CC=CC=C1C=1C=C(C=CC21)C 2-(benzo[d]oxazol-2-yl)-3,4,5,6-tetrakis(3-methyl-9H-carbazol-9-yl)benzonitrile